C(C)(C)(C)C1=CC=C(C=C1)CCC#N 3-(4-tertiary butylphenyl)propanenitrile